COC(CCNC(C(C)SC1=C(C=C(C(=C1)N1C(N(C(=CC1=O)C(F)(F)F)C)=O)F)Cl)=O)=O N-[2-[[2-chloro-5-[3,6-dihydro-3-methyl-2,6-dioxo-4-(trifluoromethyl)-1(2H)-pyrimidinyl]-4-fluorophenyl]sulfanyl]-1-oxopropyl]-β-alanine methyl ester